C1(CCCCCCCC(=O)OCCCCO1)=O tetramethylene azelaate